ClC=1C=C(C=2N(N1)C(=NN2)C2=NN(C=C2)C2OCCCC2)C=2N(N=CC2)C 6-chloro-8-(2-methylpyrazol-3-yl)-3-(1-tetrahydropyran-2-yl-pyrazol-3-yl)-[1,2,4]triazolo[4,3-b]pyridazine